ClC=1C=C(C=C(C1)Cl)CCNC[C@@H](COC1=CC=C(C=C1)N(S(=O)(=O)C)C)O (S)-N-(4-(3-((3,5-dichlorophenyl-ethyl)amino)-2-hydroxypropoxy)phenyl)-N-methyl-methanesulfonamide